ClCCCC(F)(F)F 4-chloro-1,1,1-trifluorobutane